3,6-dichloropyridinecarboxylate ClC=1C(=NC(=CC1)Cl)C(=O)[O-]